FC1=CC=2C=3N(C(=NC2C=C1)N)N=C(N3)[C@H]3CN(CCC3)C=3C=NN(C3)C |o1:15| (R or S)-9-fluoro-2-(1-(1-methyl-1H-pyrazol-4-yl)piperidin-3-yl)-[1,2,4]triazolo[1,5-c]quinazolin-5-amine